2-(3,4-dimethoxyphenyl)-2,3-dihydroquinazoline COC=1C=C(C=CC1OC)C1N=C2C=CC=CC2=CN1